tetradecenyl-trimethoxysilane C(=CCCCCCCCCCCCC)[Si](OC)(OC)OC